5-(4-methanesulfonylphenyl)-1,3,4-thiadiazol-2-amine CS(=O)(=O)C1=CC=C(C=C1)C1=NN=C(S1)N